COC1=CC=C(CN2C(=NC3=C(C2=O)CCCN3C)C=3CN(CC3)C(=O)OC(C)(C)C)C=C1 tert-butyl 3-(3-(4-methoxybenzyl)-8-methyl-4-oxo-3,4,5,6,7,8-hexahydropyrido[2,3-d]pyrimidin-2-yl)-2,5-dihydro-1H-pyrrole-1-carboxylate